O(P([O-])(=O)OP(=O)([O-])[O-])C\C=C(\C)/CCC=C(C)C cis-neryl diphosphate